C(CCCCCCCCC)SC(C(=O)OCCCCCC=O)CCCC 6-oxohexyl 2-(decylthio)hexanoate